C[C@@H](C(=O)N[C@H](CCC(=O)NCCCC[C@H](C(=O)[O-])[NH3+])C(=O)[O-])NC(=O)[C@@H](C)O[C@@H]1[C@H]([C@H](O[C@@H]([C@H]1O)CO)OP(=O)([O-])OP(=O)([O-])OC[C@@H]2[C@H]([C@H]([C@@H](O2)N3C=CC(=O)NC3=O)O)O)NC(=O)C The molecule is trianion of N(6)-(UDP-N-acetylmuramoyl-L-alanyl-D-gamma-glutamyl)-D-lysine; major species at pH 7.3. It is a nucleotide-sugar oxoanion and a dicarboxylic acid anion. It is a conjugate base of a N(6)-(UDP-N-acetyl-alpha-D-muramoyl-L-alanyl-D-gamma-glutamyl)-D-lysine.